O=C(C(=O)OC)N[C@@H](C(F)(F)F)C methyl (R)-2-oxo-2-((1,1,1-trifluoropropan-2-yl)amino)acetate